COC(CC1(CC1)SCCC(=O)OC)=O methyl 3-{[1-(2-methoxy-2-oxoethyl)cyclopropyl]-sulfanyl}propanoate